2-[(2R)-2-aminobut-3-en-1-yl]-5-chloro-N-[(furan-2-yl)methyl]thieno[3,2-b]pyridin N[C@H](CC1C=C2N(C(=CC=C2S1)Cl)CC=1OC=CC1)C=C